C(C)(C)C(C(C)C)OC(C(F)F)=O 2,2-Difluoroacetic acid (1-isopropyl-2-methyl-propyl) ester